8-[(1R)-1-[(2-Methoxy-3-pyridyl)amino]ethyl]-3,6-dimethyl-2-phenyl-chromen-4-one COC1=NC=CC=C1N[C@H](C)C=1C=C(C=C2C(C(=C(OC12)C1=CC=CC=C1)C)=O)C